(R)-N-((1R,2R)-2-hydroxy-2,3-dihydro-1H-inden-1-yl)-4-(2-imino-4,4-dimethyl-6-oxotetrahydropyrimidin-1(2H)-yl)-2,2-dimethylchromane-6-carboxamide O[C@H]1[C@@H](C2=CC=CC=C2C1)NC(=O)C=1C=C2[C@@H](CC(OC2=CC1)(C)C)N1C(NC(CC1=O)(C)C)=N